COC(=O)C1=CC=C2C=C(C=CN12)C#N (3S)-7-cyanoindolizine-3-carboxylic acid methyl ester